ClC=1C=NC(=NC1)N1CCN(CC1)C=1N=C(C2=C(N1)CCCS2(=O)=O)NC2=CC(=C(C=C2)CC(=O)O)F 2-(4-((2-(4-(5-chloropyrimidin-2-yl)piperazin-1-yl)-5,5-dioxo-7,8-dihydro-6H-thiopyrano[3,2-d]pyrimidin-4-yl)amino)-2-fluorophenyl)acetic acid